C(C)(C)(C)OC(NCCN1N=CC(=C1)C=1C=NC(=CC1F)Cl)=O (2-(4-(6-chloro-4-fluoropyridin-3-yl)-1H-pyrazol-1-yl)ethyl)carbamic acid tert-butyl ester